ClC=1C(=NC(=NC1)NC1=C(C=C(C=C1)C1CCN(CC1)C)OC(F)F)NC1=C(SC=C1)C(=O)N 3-((5-chloro-2-((2-(difluoromethoxy)-4-(1-methylpiperidin-4-yl)phenyl)amino)pyrimidin-4-yl)amino)thiophene-2-carboxamide